benzyl (6R)-6-({7-cyclopropyl-2-[1-(propan-2-yl)-1H-pyrazol-4-yl][1,2,4]triazolo[1,5-c]quinazolin-5-yl} amino)-5-oxo-1,4-diazepane-1-carboxylate C1(CC1)C1=CC=CC=2C=3N(C(=NC12)N[C@H]1C(NCCN(C1)C(=O)OCC1=CC=CC=C1)=O)N=C(N3)C=3C=NN(C3)C(C)C